C1(CC1)C=1SC2=C(N(C(N=C2N(C)C)=O)C=2C=C(C(=O)NC3=CC=CC=C3)C=CC2)N1 3-[2-cyclopropyl-7-(dimethylamino)-5-oxo-[1,3]thiazolo[4,5-d]pyrimidin-4-yl]-N-phenylbenzamide